N,N-dimethylaminoethyl methacrylate diethylsulfate C(C)OS(=O)(=O)OCC.C(C(=C)C)(=O)OCCN(C)C